NC=1C=CC=2C3(C4=CC=C(C=C4OC2C1)NC(OCC)=O)OC(C1=CC=CC=C13)=O Ethyl (3'-amino-3-oxo-3H-spiro[isobenzofuran-1,9'-xanthen]-6'-yl)carbamate